Methyl (S)-3-ethyl-4-methyl-2,3,4,5-tetrahydrobenzo[f][1,4]oxazepine-8-carboxylate C(C)[C@H]1COC2=C(CN1C)C=CC(=C2)C(=O)OC